C(CC=C)N1C(=CC=C1)C(C)=O 1-(1-(but-3-en-1-yl)-1H-pyrrol-2-yl)ethan-1-one